N-methoxy-N-methyl-7H-imidazo[1,2-a][1,3]diazole-3-carboxamide CON(C(=O)C1=CN=C2N1C=CN2)C